(Z)-3,7-dimethylnona-1,6-dien-3-yl acetate C(C)(=O)OC(C=C)(CC\C=C(/CC)\C)C